2-((3-(6-chloropyridin-3-yl)-5-methylisoxazol-4-yl)methyl)-5-((2S,3S) or (2R,3R)-3-ethoxy-2-methylazetidin-1-yl)pyridazin-3(2H)-one ClC1=CC=C(C=N1)C1=NOC(=C1CN1N=CC(=CC1=O)N1[C@H]([C@H](C1)OCC)C)C |o1:21,22|